2-((3-bromo-2-methylphenoxy)methyl)-7-(2,2-diethoxyethyl)-7-azaspiro[3.5]nonane BrC=1C(=C(OCC2CC3(C2)CCN(CC3)CC(OCC)OCC)C=CC1)C